2-(2-Amino-6-methyl-N-[2-methyl-4-(4-methylimidazol-1-yl)phenyl]sulfonyl-anilino)acetic acid ethyl ester C(C)OC(CN(C1=C(C=CC=C1C)N)S(=O)(=O)C1=C(C=C(C=C1)N1C=NC(=C1)C)C)=O